Cl.FC(C1=CC=C(OC2CNC2)C=C1)(F)F 3-[4-(trifluoromethyl)phenoxy]azetidine hydrochloride